FC1=CC=C(C=C1)C1=CC(=NC=C1C1=CC=CC=C1)N1C(C2=CC=C(C=C2C1=O)C=1N=NNC1)=O 2-(4-(4-fluorophenyl)-5-phenylpyridin-2-yl)-5-(1H-1,2,3-triazol-4-yl)isoindoline-1,3-dione